(1-(2-(benzyloxy)ethyl)piperidine-3,5-diyl)bis(hept-6-ene-7,1-diyl) bis(4,4-bis(nonyloxy)butanoate) C(CCCCCCCC)OC(CCC(=O)OCCCCCC=CC1CN(CC(C1)C=CCCCCCOC(CCC(OCCCCCCCCC)OCCCCCCCCC)=O)CCOCC1=CC=CC=C1)OCCCCCCCCC